tert-butyl 4-(5-(hydroxy(4-(4-morpholino-7-((2-(trimethylsilyl)ethoxy)methyl)-7H-pyrrolo[2,3-d]pyrimidin-6-yl)phenyl)methyl)pyrimidin-2-yl)piperazine-1-carboxylate OC(C=1C=NC(=NC1)N1CCN(CC1)C(=O)OC(C)(C)C)C1=CC=C(C=C1)C1=CC2=C(N=CN=C2N2CCOCC2)N1COCC[Si](C)(C)C